C1(CC1)CNC(C)C=1C(=NC=CN1)C(=O)O 3-(1-((cyclopropylmethyl)amino)ethyl)pyrazine-2-carboxylic acid